ClC=1C(=CC(=C(C1)NC=1C2=C(N=CN1)C=CC(=N2)O[C@@H]2CNCC2)F)OC(F)F N-[5-Chloro-4-(difluoromethoxy)-2-fluoro-phenyl]-6-[(3S)-pyrrolidin-3-yl]oxy-pyrido[3,2-d]pyrimidin-4-amine